CN1N=CN=C1SCC1=CC=CC=C1 1-methyl-5-benzylthio-1,2,4-triazole